5-[4-[bis[2-[(tert-butyldiphenylsilyl)oxy]ethyl]amino]-2-[4-[(tert-butyldiphenylsilyl)oxy]butoxy]styryl]thiophene-2-carbaldehyde [Si](C1=CC=CC=C1)(C1=CC=CC=C1)(C(C)(C)C)OCCN(C1=CC(=C(C=CC2=CC=C(S2)C=O)C=C1)OCCCCO[Si](C1=CC=CC=C1)(C1=CC=CC=C1)C(C)(C)C)CCO[Si](C1=CC=CC=C1)(C1=CC=CC=C1)C(C)(C)C